4-(4-(((5-chloropyridin-3-yl)methyl)amino)-6-(3,5-dimethylisoxazol-4-yl)quinazolin-2-yl)-N,N-dimethylpiperazine-1-carboxamide ClC=1C=C(C=NC1)CNC1=NC(=NC2=CC=C(C=C12)C=1C(=NOC1C)C)N1CCN(CC1)C(=O)N(C)C